1,1,1-trimethylpropane trimethacrylate C(C(=C)C)(=O)O.C(C(=C)C)(=O)O.C(C(=C)C)(=O)O.CC(CC)(C)C